2,4,6-Trichloropyrimidin-5-ol ClC1=NC(=C(C(=N1)Cl)O)Cl